C(N)(=O)CCN1C=NC=C1 1-(2-carbamoyl-ethyl)imidazole